(S)-6-Methoxy-α-methyl-2-naphthaleneacetic acid COC=1C=C2C=CC(=CC2=CC1)[C@@H](C(=O)O)C